ClC1=CC=C(C=N1)C1=C(C=C(C=C1)NC(CC1=C(C=C(C=C1)OC)F)=O)S(N)(=O)=O N-[4-(6-chloropyridin-3-yl)-3-sulfamoylphenyl]-2-(2-fluoro-4-methoxyphenyl)acetamide